FC=1C=C(CC2=C(N=C(S2)N)C)C=CC1 5-(3-fluorobenzyl)-4-methylthiazol-2-amine